ClC=1C(=C(C(=CC1Cl)O)[C@@H](NS(=O)C(C)(C)C)C1CCNCC1)F N-[(S)-(3,4-dichloro-2-fluoro-6-hydroxyphenyl)(piperidin-4-yl)methyl]2-methylpropane-2-sulfinamide